O1CCC(CC1)COC=1C=C(C(=O)N)C=C(C1)C=1SC(=CN1)C(F)(F)F 3-(tetrahydro-2H-pyran-4-ylmethoxy)-5-[5-(trifluoromethyl)-1,3-thiazol-2-yl]benzamide